FC(OC1=C(C=C(C=N1)C(=O)NCC=1C=NC=CC1CC)F)F 6-(difluoromethoxy)-N-[(4-ethylpyridin-3-yl)methyl]-5-fluoropyridine-3-carboxamide